Methyl 4-[1-[[4-[2-(3-trifluoromethoxyphenoxy)ethylamino]tetrahydropyran-4-carbonyl]amino]cyclopropyl]benzoate FC(OC=1C=C(OCCNC2(CCOCC2)C(=O)NC2(CC2)C2=CC=C(C(=O)OC)C=C2)C=CC1)(F)F